N(=C=O)C1=C(C=CC=C1)CC1=CC=C(C=C1)OC#N 1-isocyanato-2-[(4-cyanatophenyl)methyl]benzene